2-tert-butylpyrimidine-5-carboxylic acid C(C)(C)(C)C1=NC=C(C=N1)C(=O)O